tert-butyl (R)-2-(3-cyanobicyclo[1.1.1]pentan-1-yl)-3-oxohexahydroimidazo[1,5-a]pyrazine-7(1H)-carboxylate C(#N)C12CC(C1)(C2)N2C(N1[C@@H](CN(CC1)C(=O)OC(C)(C)C)C2)=O